5-chloro-2-fluoro-4-(oxetan-3-ylmethoxy)aniline ClC=1C(=CC(=C(N)C1)F)OCC1COC1